3-cyclopentyl-1,2-oxazole-4-carboxylic acid C1(CCCC1)C1=NOC=C1C(=O)O